S(=O)(=O)(OC1=C(C=CC=C1)CCCCCCCC)OC1=C(C=CC=C1)CCCCCCCC.[Ni] nickel bis(octylphenyl) sulfate